N-(2-(2-(4-chlorobenzyl)-5-(3,5-difluorobenzyl)-3-oxo-2,3,4,5,6,7-hexahydro-1H-pyrazolo[4,3-c]pyridin-1-yl)ethyl)-4-hydroxybut-2-ynamide ClC1=CC=C(CN2N(C3=C(CN(CC3)CC3=CC(=CC(=C3)F)F)C2=O)CCNC(C#CCO)=O)C=C1